methyl 6-tert-butyl-10-chloro-9-(3-methoxypropoxy)-2-oxo-6H,7H-pyrido[2,1-a]isoquinoline-3-carboxylate C(C)(C)(C)C1N2C(C3=CC(=C(C=C3C1)OCCCOC)Cl)=CC(C(=C2)C(=O)OC)=O